2-oxo-3-amino-5-acetyl-1,5-diazabicyclo[5.3.0]decane-10-carboxylic acid ethyl ester C(C)OC(=O)C1CCC2CN(CC(C(N12)=O)N)C(C)=O